BrC1=CC2=C(N=C(N=C2N[C@H](C)C=2C(=C(C=CC2)C([C@@H](C)O)(F)F)F)C)C=N1 (2R)-1-(3-{(1R)-1-[(6-bromo-2-methylpyrido[3,4-d]pyrimidin-4-yl)amino]ethyl}-2-fluorophenyl)-1,1-difluoropropan-2-ol